[C@@H]1([C@H](O)[C@@H](O)[C@H](O)[C@H](O1)CO)C1=C(C=C(C=2C(C3=CC(=C(C=C3OC12)O)O)=O)O)O 4-beta-D-glucopyranosyl-1,3,6,7-tetrahydroxy-9H-xanthen-9-one